N-(3-(imidazo[4,5-d]pyrrolo[2,3-b]pyridin-1(6H)-yl)bicyclo[1.1.1]pentan-1-yl)ethane-sulfonamide N1(C=NC=2C1=C1C(=NC2)NC=C1)C12CC(C1)(C2)NS(=O)(=O)CC